CC1=C2COC(C2=CC=C1C1CNCCO1)=O 2-(4-methyl-1-oxo-1,3-di-hydroisobenzofuran-5-yl)morpholine